BrC=1C=CC(=C(C1)CN)C(F)(F)F [5-bromo-2-(trifluoromethyl)phenyl]methanamine